3-amino-4,5-dihydroxy-cyclohex-1-enecarboxylate NC1C=C(CC(C1O)O)C(=O)[O-]